1-(4-((4-amino-5-(4-(3-fluorophenoxy)-phenyl)-7-isopropyl-7H-pyrrolo[2,3-d]pyrimidin-6-yl)eth-ynyl)piperidin-1-yl)-prop-2-en-1-one NC=1C2=C(N=CN1)N(C(=C2C2=CC=C(C=C2)OC2=CC(=CC=C2)F)C#CC2CCN(CC2)C(C=C)=O)C(C)C